5-bromo-6-chloro-1,3-benzothiazole BrC=1C(=CC2=C(N=CS2)C1)Cl